COC(C1=CC=C(C=C1)OCCCN(CCOC1=CC=C(C=C1)OC1=C(C=CC2=CC(=CC=C12)O)C1=CC=C(C=C1)S(=O)(=O)C)CC)=O 4-(3-(ethyl(2-(4-((6-Hydroxy-2-(4-(methylsulfonyl)phenyl)naphthalen-1-yl)oxy)phenoxy)ethyl)amino)propoxy)benzoic acid methyl ester